C(#N)C1=C(SC2=C1C(=NC=C2F)C=2C1=C(C=3C=NC(=NC3C2F)N2CC(C2)N2CC(C2)O)COC1)NC(OC(C)(C)C)=O tert-Butyl (3-cyano-7-fluoro-4-(5-fluoro-3-(3-hydroxy-[1,3'-biazetidin]-1'-yl)-7,9-dihydrofuro[3,4-f]quinazolin-6-yl)thieno[3,2-c]pyridin-2-yl)carbamate